C(C)(C)C1=C(NC2=CC=C(C=C12)C1CCNCC1)C=1C(=C(C=2N(C1)C=CN2)C)C 6-(3-isopropyl-5-(piperidin-4-yl)-1H-indol-2-yl)-7,8-dimethylimidazo[1,2-a]pyridine